(E)-4-methyl-5-(3-(2-methylthiazol-5-yl)acryloyl)thieno[2,3-b]pyridin-6(7H)-one CC=1C2=C(NC(C1C(\C=C\C1=CN=C(S1)C)=O)=O)SC=C2